C(C=C)(=O)OCCCCCCCCCOP(=O)(O)O.NC=1C(=NC(=C(N1)C1=CC=C(C=C1)F)C1=CN(C(C=C1)=O)C)C(=O)NCC1=C(C=CC=C1)OC 3-amino-5-(4-fluorophenyl)-N-(2-methoxybenzyl)-6-(1-methyl-6-oxo-1,6-dihydropyridin-3-yl)pyrazine-2-carboxamide acryloyloxynonyldihydrogenphosphate